CC1=C(C(=O)NC2(CC2)C2=C3C=CC=NC3=CC(=C2)C=C)C=C(C=C1)OC[C@H](C)NC (S)-2-Methyl-5-(2-(methylamino)propoxy)-N-(1-(7-vinylquinolin-5-yl)cyclopropyl)benzamide